C(C)NC(NC1=CC=C(C=N1)CN1CCN(CC1)C=1C=CC(=NC1C(F)(F)F)C(=O)NC)=O 5-(4-((6-(3-ethylureido)pyridin-3-yl)methyl)piperazin-1-yl)-N-methyl-6-(trifluoromethyl)picolinamide